C(C)OC(=O)C1=C(N=C(O1)C1=CC(=NC=C1)OC)N(CC1=CC=C(C=C1)OC)CC1=CC=C(C=C1)OC.N1N=C(C=C1)C(=O)NC1=CC=CC=C1 pyrazolanilide ethyl-4-[bis[(4-methoxyphenyl)methyl]amino]-2-(2-methoxy-4-pyridyl)oxazole-5-carboxylate